methyl 2-((5-chloro-2-cyanophenyl) amino)-2-oxoacetate ClC=1C=CC(=C(C1)NC(C(=O)OC)=O)C#N